methyl dithiocarbonate C(SC)([O-])=S